N-(2-chloro-5-fluoropyrimidin-4-yl)-3-(4-methoxyphenyl)isoxazol-5-amine ClC1=NC=C(C(=N1)NC1=CC(=NO1)C1=CC=C(C=C1)OC)F